C(=O)C1=C(C=C(C=C1)F)B(O)O (2-formyl-5-fluorophenyl)boronic acid